C(OC1=C(C=C(C=C1)C=1C(=O)NC(C1)=O)C)OC1=C(C=C(C=C1)C=1C(=O)NC(C1)=O)C N'-[methylenebis(oxy)bis(2-methyl-1,4-phenylene)]bismaleimide